3-chloro-5-methoxy-1,2-benzothiazole-1,1-dioxide ClC1=NS(C2=C1C=C(C=C2)OC)(=O)=O